BrC(CCCC)(Br)Br tribromopentane